C(=O)C1=C(OC[C@H]2N(CCCC2)C(=O)C=2C(=NC=CC2)CCC#N)C=CC=C1O (S)-3-(3-(2-((2-formyl-3-hydroxyphenoxy)methyl)piperidine-1-carbonyl)pyridin-2-yl)propanenitrile